I.[Fe+2] ferrous hydriodide